O1CCN(CC1)CCN1N=CC(=C1)C=1C=CC=C(C1)O 5-(1-(2-morpholino-ethyl)-1H-pyrazol-4-yl)phenol